C(C)(C)(C)OC(=O)NC=1C(=[N+](C=C(C1)C1=CC(=C(C=C1)C)C)[O-])C(N[C@H]1CS(C=C1)(=O)=O)=O (R)-3-((tert-butoxycarbonyl)amino)-5-(3,4-dimethylphenyl)-2-((1,1-dioxido-2,3-dihydrothiophen-3-yl)carbamoyl)pyridine 1-oxide